COC(=O)C1(C(C(=NN1C1=CC(=CC=C1)Cl)C1=CC=C(C=C1)F)CCCC)C 4-butyl-1-(3-chlorophenyl)-3-(4-fluorophenyl)-5-methyl-4,5-dihydro-1H-pyrazole-5-carboxylic acid methyl ester